FC1=C(C=C(CC=2C=C3C(C(=CNC3=CC2)C(=O)OCC)=O)C=C1)OC Ethyl 6-(4-fluoro-3-methoxybenzyl)-4-oxo-1,4-dihydroquinoline-3-carboxylate